FC(C(C)N1N=NC(=C1)C(=O)O)F 1-(1,1-difluoropropan-2-yl)-1H-1,2,3-triazole-4-carboxylic acid